1-ethyl-4-(methoxycarbonyl)pyridinium iodide [I-].C(C)[N+]1=CC=C(C=C1)C(=O)OC